ClC=1C(=CC2=C(CN(C(O2)=O)CC=2C(=C(C=CC2)NC(OC(C)(C)C)=O)F)C1)OCC1=CC=C(C=C1)OC tert-butyl N-[3-({6-chloro-7-[(4-methoxyphenyl)methoxy]-2-oxo-3,4-dihydro-2H-1,3-benzoxazin-3-yl}methyl)-2-fluorophenyl]carbamate